Propanethion CC(C)=S